CN(C12CC(N(C3=NC(=CC=C13)C=O)C(=O)N)C2)C2COCC2 4-(methyl-(tetrahydrofuran-3-yl)amino)-7-formyl-3,4-dihydro-2,4-methylene-1,8-naphthyridine-1(2H)-carboxamide